3-fluoro-N,5-dimethyl-6,7-dihydro-4H-benzothiophen-5-amine FC1=CSC2=C1CC(CC2)(NC)C